methyl-thiazolone CC=1S(C=CN1)=O